C(C1=CC=CC=C1)OC=1C=CC(=C(C(=O)O)C1)Br 5-(benzyloxy)-2-bromobenzoic acid